6-(7-(5,6-dimethyl-1H-indazol-4-yl)-2-((hexahydro-1H-pyrrolizin-7a-yl)methoxy)-5,6,7,8-tetrahydropyrido[3,4-d]pyrimidin-4-yl)-6-azaspiro[3.5]nonan-2-ol CC=1C(=C2C=NNC2=CC1C)N1CC=2N=C(N=C(C2CC1)N1CC2(CC(C2)O)CCC1)OCC12CCCN2CCC1